trans-azopyridine N(=NC1=NC=CC=C1)C1=NC=CC=C1